N-{4-[7-(5-chloro-2-fluorophenyl)-1H,2H,3H-pyrido[3,4-b][1,4]oxazin-1-yl]pyridin-2-yl}-3-[methyl(oxetan-3-yl)amino]propanamide ClC=1C=CC(=C(C1)C1=CC2=C(OCCN2C2=CC(=NC=C2)NC(CCN(C2COC2)C)=O)C=N1)F